ClC1=C(C(=C(C(=C1)C)B(O)O)O)F (4-chloro-3-fluoro-2-hydroxy-6-methylphenyl)boronic acid